ethyl 6-(3-amino-5-chlorophenoxy)-2'-chloro-5'-methoxy-[4,4'-bipyridine]-3-carboxylate NC=1C=C(OC2=CC(=C(C=N2)C(=O)OCC)C2=CC(=NC=C2OC)Cl)C=C(C1)Cl